C(C1=CC=CC=C1)N1C[C@@H]([C@H](C1)C1=C(C=C(C(=C1)Cl)Cl)OC)C(=O)OC |o1:9,10| (3R,4S)-rel-methyl 1-benzyl-4-(4,5-dichloro-2-methoxyphenyl)pyrrolidine-3-carboxylate